(2S)-3-(5-bromo-1,3-thiazol-2-yl)-2-[(3R)-1-[(tert-butyloxy)carbonyl]pyrrolidin-3-yl]propanoic acid BrC1=CN=C(S1)C[C@H](C(=O)O)[C@@H]1CN(CC1)C(=O)OC(C)(C)C